[N+](=O)([O-])C=1C=C(C=CC1[N+](=O)[O-])N1C[C@H](OCC1)C(F)(F)F (S)-4-(3,4-dinitrophenyl)-2-(trifluoromethyl)morpholine